tris(dibenzylideneacetonyl)bis-palladium C1=CC=C(C=C1)/C=C/C(=O)/C=C/C2=CC=CC=C2.C1=CC=C(C=C1)/C=C/C(=O)/C=C/C2=CC=CC=C2.C1=CC=C(C=C1)/C=C/C(=O)/C=C/C2=CC=CC=C2.[Pd].[Pd]